2-(2-biphenylyl)amino-9,9-dimethylfluorene C1(=C(C=CC=C1)NC1=CC=2C(C3=CC=CC=C3C2C=C1)(C)C)C1=CC=CC=C1